C(C=C)(=O)NC=1SC(=CN1)CN1CCN(CC1)CC(=O)NC1=C(C=CC=C1)C 2-(4-((2-acrylamidothiazol-5-yl)methyl)piperazin-1-yl)-N-(o-tolyl)acetamide